1-(4-(1-(2-(2-(2-(((3S,4R,5S,6S)-3,4,5-trihydroxy-6-methyltetrahydro-2H-pyran-2-yl)oxy)ethoxy)ethoxy)ethyl)-1H-1,2,3-triazol-4-yl)benzoyl)azetidin-2-one O[C@@H]1C(O[C@H]([C@H]([C@H]1O)O)C)OCCOCCOCCN1N=NC(=C1)C1=CC=C(C(=O)N2C(CC2)=O)C=C1